C1(CC1)N1C=C(C(C2=CC(=C(C=C12)N1CC(NCC1)=O)F)=O)C(=O)O 1-Cyclopropyl-6-fluoro-4-oxo-7-(3-oxopiperazin-1-yl)-1,4-dihydroquinoline-3-carboxylic acid